3,4-dihydroxyphenyl-imidazolium propionate C(CC)(=O)[O-].OC=1C=C(C=CC1O)C=1NC=C[NH+]1